(3R)-benzyl 3-(3-(((tert-butyldimethylsilyl)oxy)methyl)-4-methylphenyl)-3-(1,4-dimethyl-1H-benzo[d][1,2,3]triazol-5-yl)-2-methylpropanoate [Si](C)(C)(C(C)(C)C)OCC=1C=C(C=CC1C)[C@@H](C(C(=O)OCC1=CC=CC=C1)C)C1=C(C2=C(N(N=N2)C)C=C1)C